butyl octyl aconitate C(C=C(C(=O)[O-])CC(=O)OCCCCCCCC)(=O)OCCCC